C(=O)(OC(C)(C)C)NC1=CC=CC=C1 Bocamino-benzene